1-(2-hydroxy-2-methylpropyl)-1H-pyrazole OC(CN1N=CC=C1)(C)C